1-(1-benzothiophen-7-yl)ethan-amine S1C=CC2=C1C(=CC=C2)C(C)N